Para-nitrophenyl α-d-glucopyranoside O([C@@H]1[C@H](O)[C@@H](O)[C@H](O)[C@H](O1)CO)C1=CC=C(C=C1)[N+](=O)[O-]